Tert-butyl isoquinoline-2-carboxylate C1N(C=CC2=CC=CC=C12)C(=O)OC(C)(C)C